BrC1=C(C=CC(=C1)OC(F)(F)F)NC=O N-(2-bromo-4-(trifluoromethoxy)phenyl)carboxamide